N,N'-bis(salicylidene)-1,2-diaminopropane C(C=1C(O)=CC=CC1)=NCC(C)N=CC=1C(O)=CC=CC1